OC/C=C/[C@@H]1CC[C@H](CC1)NC(=O)OC(C(F)(F)F)(C(F)(F)F)C(F)(F)F perfluorot-butanol (trans-4-((E)-3-hydroxypropan-1-en-1-yl)cyclohexyl)carbamate